ethyl-3-(3,5-di-tert-butyl-4-hydroxyphenyl)-propionat C(C)OC(CCC1=CC(=C(C(=C1)C(C)(C)C)O)C(C)(C)C)=O